NC1=NC=C(C(=N1)C(F)F)C1=NC(=NC(=N1)N1CCOCC1)N1CCN(CC1)CC1CCN(CC1)C(C=C)=O 1-(4-((4-(4-(2-amino-4-(difluoromethyl)pyrimidin-5-yl)-6-morpholino-1,3,5-triazin-2-yl)piperazin-1-yl)methyl)piperidin-1-yl)prop-2-en-1-one